tert-butyl 3-(2-tetrahydropyran-2-yloxyethoxy)azetidine-1-carboxylate O1C(CCCC1)OCCOC1CN(C1)C(=O)OC(C)(C)C